ClC1=CC2=C(N=C(O2)O)C=C1 6-chlorobenzo[d]oxazol-2-ol